6-Chloropyridine ClC1=CC=CC=N1